3-((3-((8-(4-cyanophenyl)-2,3-dihydro-4H-pyrido[4,3-b][1,4]thiazin-4-yl)sulfonyl)azetidin-1-yl)-sulfonyl)benzonitrile C(#N)C1=CC=C(C=C1)C1=CN=CC2=C1SCCN2S(=O)(=O)C2CN(C2)S(=O)(=O)C=2C=C(C#N)C=CC2